2,2,2-trichloroethyl (3-ethyl-2-(trifluoromethyl)-6,7-dihydro-5H-cyclopenta[b]pyridin-4-yl)carbamate C(C)C=1C(=C2C(=NC1C(F)(F)F)CCC2)NC(OCC(Cl)(Cl)Cl)=O